C(C)(=O)O[C@@H]([C@H]([C@@H]([C@H](C=O)O)O)O)CO glucose 5-acetate